tetraethyl-4,4'-biphenol C(C)C1=C(C(=C(C(=C1O)CC)CC)C1=CC=C(C=C1)O)CC